N1=CN=CC(=C1)C1=CC=C(C[N+]2=NOC(=C2)[N-]C(NC2=CC(=NC=C2)C(F)(F)F)=O)C=C1 (3-(4-(Pyrimidin-5-yl)benzyl)-1,2,3-oxadiazol-3-ium-5-yl)((2-(trifluoromethyl)pyridin-4-yl)carbamoyl)amide